C(C1=CC=CC=C1)N1C(C2(CC1)CCN(CC2)C(C)C)=O 2-benzyl-8-isopropyl-2,8-diazaspiro[4.5]decan-1-one